FC1=C(C(=O)N([C@H]2CNCCC2)C2=NC=CC3=CC=CC(=C23)C)C=CC(=C1)NC1=NC=CC=C1NC (R)-2-fluoro-4-((3-(methylamino)pyridin-2-yl)amino)-N-(8-methylisoquinolin-1-yl)-N-(piperidin-3-yl)benzamide